FC1=CC=C(CCC2=CN(C3=NC=C(C=C32)NC(C=C)=O)C)C=C1 (E)-N-(3-(4-Fluorophenethyl)-1-methyl-1H-pyrrolo[2,3-b]pyridin-5-yl)acrylamide